C(CC1=CC=CC=C1)NO (phenethyl)hydroxylamine